C1(CC1)C1=C(C(=C2C(=N1)CCC2)NC(=O)N=[S@](=O)(N)C=2SC=C(C2)C(C)(C)O)C(C)C (R)-N'-((2-cyclopropyl-3-isopropyl-6,7-dihydro-5H-cyclopenta[b]pyridin-4-yl)carbamoyl)-4-(2-hydroxypropan-2-yl)thiophene-2-sulfonimidamide